1-{2-[3-(4-propenoyl-piperazin-1-yl)-phenylamino]-pyrimidin-4-yl}-1H-indole-3-carboxamide C(C=C)(=O)N1CCN(CC1)C=1C=C(C=CC1)NC1=NC=CC(=N1)N1C=C(C2=CC=CC=C12)C(=O)N